distyryl-phenol sulfate S(=O)(=O)(O)OC1=C(C(=CC=C1)C=CC1=CC=CC=C1)C=CC1=CC=CC=C1